N[C@@H](CCCCNC(OCC1C2=CC=CC=C2C=2C=CC=CC12)=O)C(=O)NC(C)C (S)-(9H-fluoren-9-yl)methyl (5-amino-6-(isopropylamino)-6-oxohexyl)carbamate